BrC=1C2=C(C=3C(=NC(=NC3C1F)SCC)Cl)C(OC2)CC#N 2-(6-Bromo-1-chloro-3-ethylsulfanyl-5-fluoro-7,9-dihydrofuro[3,4-f]quinazolin-9-yl)acetonitrile